2-((1-((3-(4-Methoxypiperidin-1-yl)propyl)sulfonyl)piperidin-4-yl)amino)-5-(trifluoromethyl)pyrimidin COC1CCN(CC1)CCCS(=O)(=O)N1CCC(CC1)NC1=NC=C(C=N1)C(F)(F)F